[4-[[tert-butyl (dimethyl)silyl]oxymethyl] cyclohexen-1-yl] trifluoromethanesulfonate FC(S(=O)(=O)OC1=CCC(CC1)CO[Si](C)(C)C(C)(C)C)(F)F